CC=1C=C(C#N)C=C(C1)[C@@H](C)NC1=C2C(=C(N=N1)C)C=NC(=C2)N2CCOCC2 (R)-3-methyl-5-(1-((4-methyl-7-morpholinopyrido[3,4-d]pyridazin-1-yl)amino)ethyl)benzonitrile